tert-butyl (4-(3-(2-(((R)-5-guanidino-1-((4-hydroxybenzyl)amino)-1-oxopentan-2-yl)amino)-2-oxo-1-phenylethyl)phenoxy)butyl)carbamate N(C(=N)N)CCC[C@H](C(=O)NCC1=CC=C(C=C1)O)NC(C(C1=CC=CC=C1)C=1C=C(OCCCCNC(OC(C)(C)C)=O)C=CC1)=O